(2R)-2-amino-1-[2-(1,3-benzothiazole-6-sulfonyl)-2H,4H,5H,6H-pyrrolo[3,4-c]pyrazol-5-yl]-2-(2-fluorophenyl)ethan-1-one N[C@@H](C(=O)N1CC2=NN(C=C2C1)S(=O)(=O)C1=CC2=C(N=CS2)C=C1)C1=C(C=CC=C1)F